OCC=1N=C2N(CCN(C2)CC2=CC=C(C(=O)OC)C=C2)C1 Methyl 4-((2-(hydroxymethyl)-5,6-dihydroimidazo[1,2-a]pyrazin-7(8H)-yl)methyl)benzoate